BrC1=CC=C2C=CN=C(C2=C1)NC1=CC=C(C=C1)S(=O)(=O)C 7-bromo-N-(4-methylsulfonylphenyl)isoquinolin-1-amine